1-phenyl-N-[[2-(trifluoromethyl)phenyl]methyl]methanamine C1(=CC=CC=C1)CNCC1=C(C=CC=C1)C(F)(F)F